N1C=C(C2=CC=CC=C12)CCNC1=CC=C(C=C1)NC1=CC=NC=C1 1-N-[2-(1H-indol-3-yl)ethyl]-4-N-pyridin-4-ylbenzene-1,4-diamine